N1C(=CC2=CC=CC=C12)CO indolemethanol